SCCSC1=C(C=C(C(=C1)SCCS)SCCS)SCCS 1,2,4,5-tetrakis(mercaptoethylthio)benzene